(2S,4R)-1-[(2S)-3,3-dimethyl-2-[4-[2-(4-methylsulfonylpiperazin-1-yl)ethyl]triazol-1-yl]butanoyl]-4-hydroxy-N-methyl-pyrrolidine-2-carboxamide CC([C@@H](C(=O)N1[C@@H](C[C@H](C1)O)C(=O)NC)N1N=NC(=C1)CCN1CCN(CC1)S(=O)(=O)C)(C)C